C(CC)(=O)OC\C=C\CCC (E)-2-hexenyl propionate